3-Oxo-8,8-difluoro-2-azaspiro[4.5]decane-2-carboxylate O=C1N(CC2(C1)CCC(CC2)(F)F)C(=O)[O-]